BrC1=CC=C(C=C1)N1CCC(CC1)=C 1-(4-bromophenyl)-4-methylene-piperidine